bis-ethylhexyl-hydroxybenzoate C(C)C=1C(=C(C(=C(C(=O)[O-])C1)O)CCCCCC)CC